NC=1C=2N(C=C(N1)C=1C=NC(=CC1)C(C)O)C(=CN2)C=2C=C(C=CC2C)C(C(F)F)(C)O 2-(3-(8-amino-6-(6-(1-hydroxyethyl)pyridin-3-yl)imidazo[1,2-a]pyrazin-3-yl)-4-methylphenyl)-1,1-difluoropropan-2-ol